tms(tetramethylsilane) [Si](C)(C)(C)C[Si](C)(C)C